7-Bromo-4-chloro-5-fluoro-N-isopropylquinoline-3-sulfonamide BrC1=CC(=C2C(=C(C=NC2=C1)S(=O)(=O)NC(C)C)Cl)F